2-(6-(1,1-difluoroethyl)pyridin-2-yl)-9,9-dimethyl-8-oxo-2-azaspiro[4.5]dec-6-ene-7-carbonitrile FC(C)(F)C1=CC=CC(=N1)N1CC2(CC1)C=C(C(C(C2)(C)C)=O)C#N